Tert-butyl N-[(2R)-4-(dimethylcarbamoyl)butan-2-yl]carbamate CN(C(=O)CC[C@@H](C)NC(OC(C)(C)C)=O)C